7-bromo-N-[6-(2,2-difluoroethoxy)-5-fluoro-2-methoxy-3-pyridinyl]imidazo[1,2-a]pyrimidine-3-sulfonamide BrC1=NC=2N(C=C1)C(=CN2)S(=O)(=O)NC=2C(=NC(=C(C2)F)OCC(F)F)OC